[3,4'-bipyridine]-2-carboxylate N1=C(C(=CC=C1)C1=CC=NC=C1)C(=O)[O-]